N-(5-(8-fluoro-7-(8-fluoronaphthalen-1-yl)-2-((hexahydro-1H-pyrrolizin-7a-yl)methoxy)pyrido[4,3-d]pyrimidin-4-yl)-5,6,7,8-tetrahydro-4H-pyrazolo[1,5-a][1,4]diazepin-2-yl)acetamide FC1=C(N=CC2=C1N=C(N=C2N2CC=1N(CCC2)N=C(C1)NC(C)=O)OCC12CCCN2CCC1)C1=CC=CC2=CC=CC(=C12)F